C(N)(=O)[C@@H]1CC2(CN1C([C@H](CC1CC1)N(C(OC(C)(C)C)=O)C)=O)C(NC1=C(O2)N=CC(=C1)C)=O t-butyl ((2S)-1-((5'S)-5'-carbamoyl-7-methyl-2-oxo-1,2-dihydrospiro[pyrido[2,3-b][1,4]oxazine-3,3'-pyrrolidin]-1'-yl)-3-cyclopropyl-1-oxopropan-2-yl)(methyl)carbamate